N1N=C(C=2C1=NN=CC2)N PYRAZOLO[3,4-C]PYRIDAZIN-3-AMINE